CNC(=O)C1=CC=C(C=N1)NC(=O)C1=NC2=NC=3C=CC=CC3N2C=C1 N-[6-(methylcarbamoyl)pyridin-3-yl]-1,8,10-triazatricyclo[7.4.0.02,7]trideca-2(7),3,5,8,10,12-hexaene-11-carboxamide